COC(C(C1=C(C(=CC=C1)F)C#N)C#N)=O 2-cyano-2-(2-cyano-3-fluorophenyl)acetic acid methyl ester